methyl-[2-[5-[2-[4-(trifluoromethyl)anilino]-3-pyridyl]-1,3,4-oxadiazol-2-yl]ethyl]cyanamide CN(C#N)CCC=1OC(=NN1)C=1C(=NC=CC1)NC1=CC=C(C=C1)C(F)(F)F